3-(2-((tert-butyldimethylsilyl)oxy)ethyl)-N-isopropyl-2,6-naphthyridine-1,7-diamine [Si](C)(C)(C(C)(C)C)OCCC=1N=C(C2=CC(=NC=C2C1)N)NC(C)C